butyl (2-(4-((tert-butyldimethylsilyl)oxy)-2-methylbutan-2-yl)-3,5-dimethylphenyl) phosphate P(=O)(OCCCC)(OC1=C(C(=CC(=C1)C)C)C(C)(CCO[Si](C)(C)C(C)(C)C)C)[O-]